11-aminoundecanoic acid tetramethyl-ammonium salt C[N+](C)(C)C.NCCCCCCCCCCC(=O)[O-]